ClC=1C=C(C=C(C1)F)C=1N(N=C2[C@H](N(CCC21)C(=O)C=2C=C1C=CC=NC1=CC2)C)C (R)-(3-(3-chloro-5-fluorophenyl)-2,7-dimethyl-2,4,5,7-tetrahydro-6H-pyrazolo[3,4-c]pyridin-6-yl)(quinolin-6-yl)methanone